2-iodo-2'-selenocyano-1,1'-biphenyl IC1=C(C=CC=C1)C1=C(C=CC=C1)[Se]C#N